CC1(COCC1)COC1=NN=C(S1)N 5-((3-methyltetrahydrofuran-3-yl)methoxy)-1,3,4-thiadiazol-2-amine